C(C)(=O)NC1=CC=C(C=C1)C1=CN=C2N1C=C(C=N2)C(=O)OCC ethyl 3-(4-acetamidophenyl)imidazo[1,2-a]pyrimidine-6-carboxylate